3-chloropropyl-dimethyl-ethoxysilane ClCCC[Si](OCC)(C)C